2-(((tert-butyldimethylsilyl)oxy)methyl)-7-chlorothieno[3,2-b]pyridine 4-oxide [Si](C)(C)(C(C)(C)C)OCC1=CC2=[N+](C=CC(=C2S1)Cl)[O-]